monostearyl phosphonate P(OCCCCCCCCCCCCCCCCCC)([O-])=O